phenanthrolin-6(2H)-one N=1CC=CC2=CC(C3=CC=CN=C3C12)=O